4-benzoylbenzoate C(C1=CC=CC=C1)(=O)C1=CC=C(C(=O)[O-])C=C1